dimethyl-ammonium phosphate sodium phosphate P(=O)([O-])([O-])O.[Na+].P(=O)(O)(O)O.C[NH2+]C